(S)-ethyl 8-(2-amino-6-((R)-2,2,2-trifluoro-1-(4'-isopropoxy-3-(3-methyl-1H-pyrazol-1-yl)-[1,1'-biphenyl]-4-yl)ethoxy)pyrimidin-4-yl)-2,8-diazaspiro[4.5]decane-3-carboxylate NC1=NC(=CC(=N1)N1CCC2(C[C@H](NC2)C(=O)OCC)CC1)O[C@@H](C(F)(F)F)C1=C(C=C(C=C1)C1=CC=C(C=C1)OC(C)C)N1N=C(C=C1)C